C[C@H]1N(CCOC1)C1=NC2=C(N=CC=C2C(=C1)C=1C=NN(C1)CC(C)C)C1=CC=NN1 2-[(3R)-3-methylmorpholin-4-yl]-4-[1-(2-methylpropyl)-1H-pyrazol-4-yl]-8-(1H-pyrazol-5-yl)-1,7-naphthyridine